C[C@H]1CN(CCC1=O)C(=O)OC(C)(C)C tert-butyl (3S)-3-methyl-4-oxo-piperidine-1-carboxylate